C(C1=CC=CC=C1)N1CC2=C(N=C(N=C2OC2=C(C=CC=C2C)C)NCC2=CC=C(C(=O)O)C=C2)CC1 4-(((6-benzyl-4-(2,6-dimethylphenoxy)-5,6,7,8-tetrahydropyrido[4,3-d]pyrimidin-2-yl)amino)methyl)benzoic acid